FC1=C(C(=CC=C1F)F)C(C)=O 1-(2,3,6-Trifluorophenyl)ethanone